NC1=NC=C(C(=O)OC2CCCC2)C=C1 cyclopentyl 6-aminonicotinate